C1(CCCCCCC(=O)OCCCCCO1)=O pentylene suberate